(S)-(1-(3-chloro-4-ethoxybenzyl)pyrrolidin-3-yl)methanamine disuccinate C(CCC(=O)O)(=O)O.C(CCC(=O)O)(=O)O.ClC=1C=C(CN2C[C@@H](CC2)CN)C=CC1OCC